(3S,6S)-2,2,6-trimethyl-6-[(1S)-4-methylcyclohex-3-en-1-yl]oxan-3-ol CC1(O[C@@](CC[C@@H]1O)([C@@H]1CC=C(CC1)C)C)C